C(C)OC1=C(CO)C=C(C=C1)OCC 2,5-diethoxybenzyl alcohol